N-((1-amino-3,3-difluorocyclobutyl)methyl)-6-(6-chloro-5-fluoro-3-methyl-1H-indol-2-yl)pyrazine-2-carboxamide NC1(CC(C1)(F)F)CNC(=O)C1=NC(=CN=C1)C=1NC2=CC(=C(C=C2C1C)F)Cl